(R)-N-(4-((4-(1,4-dioxan-2-yl)-6-(methylsulfonyl)pyridin-2-yl)amino)-5-(2,2-dimethyl-2,3-dihydro-[1,4]dioxino[2,3-b]pyridin-6-yl)pyridin-2-yl)acetamide O1[C@@H](COCC1)C1=CC(=NC(=C1)S(=O)(=O)C)NC1=CC(=NC=C1C1=CC=C2C(=N1)OCC(O2)(C)C)NC(C)=O